4-[[(2S,3r,4r,5s)-3-(3,4-difluoro-2-methoxy-phenyl)-4,5-dimethyl-5-(trifluoromethyl)tetrahydrofuran-2-carbonyl]amino]-3-fluoro-pyridine-2-carboxamide FC=1C(=C(C=CC1F)[C@@H]1[C@H](O[C@@]([C@@H]1C)(C(F)(F)F)C)C(=O)NC1=C(C(=NC=C1)C(=O)N)F)OC